3,4-dihydroxy-tetrahydro-furan OC1COCC1O